(1r,4r)-N1-(7-chloro-2-(2,6-difluorophenyl)imidazo[2,1-f][1,2,4]triazin-4-yl)-N4,N4-dimethylcyclohexane-1,4-diamine ClC1=CN=C2C(=NC(=NN21)C2=C(C=CC=C2F)F)NC2CCC(CC2)N(C)C